(4-(4-chloroquinolin-6-yl)-3-fluorophenyl)(3,3,4-trimethylpiperazin-1-yl)methanone ClC1=CC=NC2=CC=C(C=C12)C1=C(C=C(C=C1)C(=O)N1CC(N(CC1)C)(C)C)F